N-(2-chloropyrimidin-4-yl)-N-(4-chlorophenyl)cyclopropane-1,1-dicarboxamide ClC1=NC=CC(=N1)N(C(=O)C1(CC1)C(=O)N)C1=CC=C(C=C1)Cl